N(=[N+]=[N-])CC1CNCCC1 3-(azidomethyl)piperidine